FC(C1=CC=CC2=C1N=CS2)(F)F 4-(trifluoromethyl)benzo[d]thiazol